tert-Butyl (R)-3-(3,5-dimethoxyanilino)piperidine-1-carboxylate COC=1C=C(N[C@H]2CN(CCC2)C(=O)OC(C)(C)C)C=C(C1)OC